NC1(CCN(CC1)C1=CC(N(C(=N1)C)C1=C(C(=CC=C1)Cl)Cl)=O)CO 6-[4-amino-4-(hydroxymethyl)piperidin-1-yl]-3-(2,3-dichlorophenyl)-2-methyl-3,4-dihydropyrimidin-4-one